CN1N=CC(=C1)C=1C=CC=2N(C1)N=CC2C(C(C2=CC=CC=C2)NC[C@@H](C)C2=CC=C(C#N)C=C2)=O (S)-4-(1-((2-(6-(1-methyl-1H-pyrazol-4-yl)pyrazolo[1,5-a]pyridin-3-yl)-2-oxo-1-phenylethyl)amino)propan-2-yl)benzonitrile